1-[4-hydroxymethylpiperidineamido](2E,4E,6E,8E,10E,12E,14E,16Z,18E)-4,8,13,17-tetramethyleicosane OCC1CCN(CC1)C(=O)NCCCC(CCCC(CCCCC(CCCC(CCC)C)C)C)C